O(C1=CC=CC=C1)C=1C=C(C=CC1)/C=C/C(=O)OCC ethyl (E)-3-(3-phenoxyphenyl)acrylate